(R)-N-(3-fluoro-5-(1-methyl-1H-pyrazol-4-yl)benzyl)-8-(1-methylpyrrolidin-2-yl)-7H-purine-6-carboxamide FC=1C=C(CNC(=O)C2=C3NC(=NC3=NC=N2)[C@@H]2N(CCC2)C)C=C(C1)C=1C=NN(C1)C